trihydroxymethyl-aminopropane OC(O)(O)C(CC)N